[Cl-].CO[Si](OC)(OC)CCCC(CC[NH+](C)C)CCCCCCCCCCCCC 3-(trimethoxysilylpropyl)dimethylhexadecyl-ammonium chloride